ClC1=CC(=C(C=N1)C1=NC=C(C=C1F)CN1[C@H]([C@H](C1)CS(=O)(=O)C)C)F 6'-Chloro-3,4'-difluoro-5-(((2S,3S)-2-methyl-3-((methylsulfonyl)methyl)azetidin-1-yl)methyl)-2,3'-bipyridine